ClC[C@H](C[C@H](CC(=O)OCCCC)O)O butyl (3R,5S)-6-chloro-3,5-dihydroxyhexanoate